hydrazine, monohydrochloride Cl.NN